(S)-4-((4-(5-chloro-6-oxo-4-(((tetrahydro-2H-pyran-3-yl)methyl-d2)amino)pyridazin-1(6H)-yl)piperidin-1-yl)sulfonyl)benzonitrile ClC1=C(C=NN(C1=O)C1CCN(CC1)S(=O)(=O)C1=CC=C(C#N)C=C1)NC([2H])([2H])[C@H]1COCCC1